6-(4-(benzyloxy)phenyl)-4-(4-ethylpiperazin-1-yl)-7H-pyrrolo[2,3-d]pyrimidine C(C1=CC=CC=C1)OC1=CC=C(C=C1)C1=CC2=C(N=CN=C2N2CCN(CC2)CC)N1